CC=1C=C(OC2=CC=C(C=C2)NC(C)=O)C=C(C1)C N-[4-(3,5-dimethylphenoxy)phenyl]acetamide